1-(2-(benzofuran-5-ylamino)-5-methylpyridin-4-yl)-N-(2-hydroxy-1-phenylethyl)-1H-pyrrole-3-carboxamide O1C=CC2=C1C=CC(=C2)NC2=NC=C(C(=C2)N2C=C(C=C2)C(=O)NC(CO)C2=CC=CC=C2)C